tert-butyl N-{2-[(4-{[3-(4-aminophenyl)-1-tert-butyl-4-cyano-1H-pyrazol-5-yl]amino} pyridin-2-yl)oxy]ethyl}carbamate NC1=CC=C(C=C1)C1=NN(C(=C1C#N)NC1=CC(=NC=C1)OCCNC(OC(C)(C)C)=O)C(C)(C)C